BrC=1SC(=C(N1)C[C@@H](C(=O)OCC)NC(=O)OC(C)(C)C)CCCC(=O)N([C@@H](C(C)C)C(=O)OCC[Si](C)(C)C)C 2-(trimethylsilyl)ethyl N-(4-(2-bromo-4-((S)-2-((tert-butoxycarbonyl)amino)-3-ethoxy-3-oxopropyl)thiazol-5-yl)butanoyl)-N-methyl-L-valinate